1-(4-chloro-6-(difluoromethyl)pyridin-2-yl)ethan-1-one ClC1=CC(=NC(=C1)C(F)F)C(C)=O